ClC=1C(=NC(=C(N1)Cl)CC)C(=O)Cl 3,5-Dichloro-6-ethyl-pyrazine-2-carbonyl chloride